COC(=O)C1=CC(=CC=2OC(OC(C21)C)(C2CC=C(CC2)C2=NC=CC=C2)C)Cl 7-chloro-2,4-dimethyl-2-(4-(pyridin-2-yl)cyclohex-3-en-1-yl)benzo[d][1,3]dioxan-5-carboxylic acid methyl ester